CC1=C(C=NC=2OCCNC21)N2CC=1N=C(N=CC1CC2)NC2=CC=C(C=C2)OCCN2CCOCC2 7-{8-methyl-1H,2H,3H-pyrido[2,3-b][1,4]oxazin-7-yl}-N-{4-[2-(morpholin-4-yl)ethoxy]phenyl}-5H,6H,7H,8H-pyrido[3,4-d]pyrimidin-2-amine